tert-butyl (R)-2-(1-(2,4-dichlorophenyl)ethyl)hydrazine-1-carboxylate ClC1=C(C=CC(=C1)Cl)[C@@H](C)NNC(=O)OC(C)(C)C